CC=1C=C(C=CC1OCC1OC1)C1=CC=C(CC1)C1=CC=C(C=C1)OCC1OC1 1-{3-methyl-4-(oxiranylmethoxy)phenyl}-4-{4-(oxiranylmethoxy)phenyl}-1,3-cyclohexadiene